ClC1=NC=C(C(=C1)C1=C(C=NC(=C1)C)C(=O)NC=1SC(=NN1)OC[C@@]1(COCC1)C)OC (S)-2'-chloro-5'-methoxy-6-methyl-N-(5-((3-methyltetrahydrofuran-3-yl)methoxy)-1,3,4-thiadiazol-2-yl)-(4,4'-bipyridine)-3-carboxamide